C(C1=CC=CC=C1)(=O)C1=CC=C(C[C@H](N)C(=O)O)C=C1 Para-benzoyl-L-phenylalanine